6,8-Dimethoxyquinazoline-2,4-diol COC=1C=C2C(=NC(=NC2=C(C1)OC)O)O